C(C)(=O)C1=CC=C(C=C1)C(C(=O)N)C1=CC=C(C=C1)C1=CC=2N(C=C1)N=CN2 (4-acetylphenyl)-2-[4-([1,2,4]triazolo[1,5-a]pyridin-7-yl)phenyl]acetamide